3-(4-amino-5-bromo-7-methyl-7H-pyrrolo[2,3-d]pyrimidin-6-yl)-2,5-dihydro-1H-pyrrole-1-carboxylic acid tert-butyl ester C(C)(C)(C)OC(=O)N1CC(=CC1)C1=C(C2=C(N=CN=C2N)N1C)Br